COC1=C(C(=CC=C1)C1=C2C(=C(N=N1)N[C@H]1CN(CCC1)C)C=NC=C2)O 2-methoxy-6-(4-{[(3R)-1-methylpiperidin-3-yl]amino}pyrido[3,4-d]pyridazin-1-yl)phenol